tri(dibenzalacetone) dipalladium [Pd].[Pd].C(C1=CC=CC=C1)=CC(=O)C=CC1=CC=CC=C1.C(C1=CC=CC=C1)=CC(=O)C=CC1=CC=CC=C1.C(C1=CC=CC=C1)=CC(=O)C=CC1=CC=CC=C1